1-(p-tolyl)-1-dodecanone C1(=CC=C(C=C1)C(CCCCCCCCCCC)=O)C